3-(difluoromethyl)-5-(trifluoromethoxy)benzoic acid FC(C=1C=C(C(=O)O)C=C(C1)OC(F)(F)F)F